C(C)N=S(C(F)(F)F)(=O)C=1C=CC2=C(N=C(O2)C2=NC=C(C=C2S(=O)(=O)CC)C2=NC=CC(=N2)C(F)(F)F)C1 Ethylimino-[2-[3-ethylsulfonyl-5-[4-(trifluoromethyl)pyrimidin-2-yl]-2-pyridinyl]-1,3-benzoxazol-5-yl]-oxo-(trifluoromethyl)-λ6-sulfane